FC1=C(C(=O)NCC=2C=NC=CC2)C=CC(=C1)C=1C=C2C=CN(C2=CC1)C(CC)=O 2-fluoro-4-(1-propionylindol-5-yl)-N-(pyridin-3-ylmethyl)benzamide